(1R,3S,4R)-5,5-difluoro-N-((S,E)-4-fluoro-4-(methylsulfonyl)-1-((S)-2-oxopyrrolidin-3-yl)but-3-en-2-yl)-2-(9-hydroxy-9H-fluorene-9-carbonyl)-2-azabicyclo[2.2.2]octane-3-carboxamide FC1([C@H]2[C@H](N([C@@H](C1)CC2)C(=O)C2(C1=CC=CC=C1C=1C=CC=CC21)O)C(=O)N[C@@H](C[C@H]2C(NCC2)=O)\C=C(\S(=O)(=O)C)/F)F